3-chloro-5-((7-(difluoromethyl)-2,2-difluoro-1-oxido-3-oxo-2,3-dihydrobenzo[b]thiophen-6-yl)oxy)benzonitrile ClC=1C=C(C#N)C=C(C1)OC=1C=CC2=C(S(C(C2=O)(F)F)=O)C1C(F)F